O(C1=CC=CC=C1)CCNC1(CCOCC1)C(=O)N[C@@H](C)C1=CC=C(C(=O)O)C=C1 4-[(1S)-1-[[4-(2-Phenoxyethylamino)tetrahydropyran-4-carbonyl]amino]ethyl]benzoic acid